IC1=C(C=CC(=C1)[N+](=O)[O-])CC(=O)O {Iodo-4-nitrophenyl}acetic acid